N-(6-((1'-(2,2-difluoroethyl)-8-methyl-1,5-dioxo-1,5-dihydro-2H-spiro[imidazo[1,5-a]pyridin-3,4'-piperidin]-6-yl)amino)-5-methylpyrimidin-4-yl)cyclopropanecarboxamide FC(CN1CCC2(CC1)NC(C=1N2C(C(=CC1C)NC1=C(C(=NC=N1)NC(=O)C1CC1)C)=O)=O)F